[N+](=O)([O-])C=1C(=NC(=CC1)N1CC(NCCC1)=O)NC1=CC=C(C(=O)OC)C=C1 methyl 4-((3-nitro-6-(3-oxo-1,4-diazepan-1-yl)pyridin-2-yl)amino)benzoate